O1C(OC2=C1C=CC(=C2)CCN)([2H])[2H] 2-(benzo[d][1,3]dioxol-5-yl-2,2-d2)ethan-1-amine